2-(5-bromo-7-fluoro-2-methylindazol-3-yl)propan-2-ol BrC1=CC2=C(N(N=C2C(=C1)F)C)C(C)(C)O